O=C(C(=O)NC=1C2=C(C=NC1)C=NN2)N2[C@H](CC[C@H](C2)C)C2=CC(=CC=C2)OCCN(C)C 2-oxo-N-(1H-pyrazolo[4,3-c]pyridin-7-yl)-2-[(2R,5R)-2-[3-[2-(dimethylamino)ethoxy]phenyl]-5-methyl-1-piperidyl]acetamide